3-[2-(p-tolyl)triazol-4-yl]bicyclo[1.1.1]pentan-1-amine C1(=CC=C(C=C1)N1N=CC(=N1)C12CC(C1)(C2)N)C